C[C@@H]1C(N(C2=C(O1)C=C(C=C2)NC(=O)NC2CC(C2)C(F)(F)F)[C@@H](C)C2=CC(=CC=C2)OC(F)(F)F)=O 1-((R)-2-methyl-3-oxo-4-((S)-1-(3-(trifluoromethoxy)phenyl)ethyl)-3,4-dihydro-2H-benzo[b][1,4]oxazin-7-yl)-3-((1r,3R)-3-(trifluoromethyl)cyclobutyl)urea